2-(3-(pyridin-2-yl)-5,6,7,8-tetrahydroimidazo[1,5-a]pyridin-1-yl)phenol N1=C(C=CC=C1)C1=NC(=C2N1CCCC2)C2=C(C=CC=C2)O